CC(C)(C)S(=O)(=O)N1C2(C34[Co]5C4(COCCC1)[Co]53)CN(C2)C(=O)OCC2=CC=CC=C2 Benzyl 3'-(2-methylpropane-2-sulfonyl)-7'-oxa-3'-aza-10',11'-dicobaltaspiro[azetidine-3,2'-tetracyclo[7.2.0.01,10.09,11]Undecane]-1-carboxylate